C(C=C)(=O)N1CC(CC1)C=1C=C(N2C=NC=CC21)C2=CC(=C(C(=O)NC1=NC=CC(=C1)C#N)C=C2)F 4-(5-(1-acryloylpyrrolidin-3-yl)pyrrolo[1,2-c]pyrimidin-7-yl)-N-(4-cyanopyridin-2-yl)-2-fluorobenzamide